ethyl-isourea C(C)NC(O)=N